7-bromo-8-cyclopropyloxy-6-methoxyquinazoline-2,4-diol BrC1=C(C=C2C(=NC(=NC2=C1OC1CC1)O)O)OC